C1N(CC12OCCO2)C=2C=C1C(=CC=NC1=CC2)C(=O)OC Methyl 6-(5,8-dioxa-2-azaspiro[3.4]octan-2-yl)quinoline-4-carboxylate